ClC1=C(C=CC2=C1C(=NCC=1N2C(=NN1)C=1N=NC=CC1)C1=NC=CC=C1F)C(F)(F)F 7-chloro-6-(3-fluoro-2-pyridyl)-1-pyridazin-3-yl-8-(trifluoromethyl)-4H-[1,2,4]triazolo[4,3-a][1,4]benzodiazepine